IC1=CC=2C(=NC=C(C2)C2CC(CC2)O)N1COCC[Si](C)(C)C 3-(2-iodo-1-((2-(trimethylsilyl)ethoxy)methyl)-1H-pyrrolo[2,3-b]pyridin-5-yl)cyclopentan-1-ol